2-(5,6-dichloro-1'-((1s,4s)-4-isopropylcyclohexyl)-2-oxospiro[indoline-3,4'-piperidin]-1-yl)-N,N-dimethylacetamide ClC=1C=C2C(=CC1Cl)N(C(C21CCN(CC1)C1CCC(CC1)C(C)C)=O)CC(=O)N(C)C